C1(CC1)C=1C=C(C=2N(C1)C=C(N2)CN2C=NC1=NC(=CC=C12)[C@@H]1[C@H](C1)C1=NC=CC(=N1)C)N1C(N(C(C1)=O)C)=O |o1:22,23| (6-cyclopropyl-2-((5-((1S*,2S*)-2-(4-methylpyrimidin-2-yl)cyclopropyl)-1H-imidazo[4,5-b]pyridin-1-yl)methyl)imidazo[1,2-a]pyridin-8-yl)-3-methylimidazolidine-2,4-dione